methylene-3-(3-(1-(4-(trifluoromethyl)phenyl)cyclopropyl)-1,2,4-oxadiazol-5-yl)butanoic acid C=C(C(=O)O)C(C)C1=NC(=NO1)C1(CC1)C1=CC=C(C=C1)C(F)(F)F